O1C=C(C=C1)C=CC(C)C=1C=NC=C(C1)C1=CC=CC=C1 3-(4-(3-furyl)-3-buten-2-yl)-5-phenylpyridine